N1=CC(=CC=C1)NC1=CC=C(C=C1)N N-(Pyridin-3-yl)benzene-1,4-diamine